ClC1=C2C(=NN(C2=CC(=C1)O)C1OCCCC1)NC=1C=C(C=2N(C1)C=C(N2)C)F 4-chloro-3-[(8-fluoro-2-methyl-imidazo[1,2-a]pyridin-6-yl)amino]-1-tetrahydropyran-2-yl-indazol-6-ol